N1[C@H](C1)C(=O)N(CC(=O)N([C@@H](C(C)C)C(=O)OC)C)C methyl N-(N-((R)-aziridine-2-carbonyl)-N-methylglycyl)-N-methyl-L-valinate